1-[2-(1H-1,3-benzodiazol-1-yl)acetyl]-N-{[4-(3,3-difluorocyclobutyl)-3-fluorophenyl](phenyl)methyl}-4-fluoropyrrolidine-2-carboxamide N1(C=NC2=C1C=CC=C2)CC(=O)N2C(CC(C2)F)C(=O)NC(C2=CC=CC=C2)C2=CC(=C(C=C2)C2CC(C2)(F)F)F